COC1=C(CNC=2C3=C(N=CN2)N(C=C3C3=NN(C=C3)C)[C@@H]3O[C@@H]([C@@H]2[C@H]3OC(O2)(C)C)C(=O)O)C=CC(=C1)OC (3aS,4S,6R,6aR)-6-(4-((2,4-dimethoxybenzyl)amino)-5-(1-methyl-1H-pyrazol-3-yl)-7H-pyrrolo[2,3-d]pyrimidin-7-yl)-2,2-dimethyltetrahydrofuro[3,4-d][1,3]dioxole-4-carboxylic acid